4-cyclopropyl-1-(4-(3,4-dichlorophenyl)-5-(isopropylsulfanyl)thiazol-2-yl)-3-methyl-1H-pyrazole-5-carboxylic acid C1(CC1)C=1C(=NN(C1C(=O)O)C=1SC(=C(N1)C1=CC(=C(C=C1)Cl)Cl)SC(C)C)C